2-chloro-N-(5-(2-(((1r,4r)-4-(dimethylamino)cyclohexyl)amino)-8-ethylquinazolin-6-yl)-4-methoxypyrimidin-2-yl)benzenesulfonamide ClC1=C(C=CC=C1)S(=O)(=O)NC1=NC=C(C(=N1)OC)C=1C=C2C=NC(=NC2=C(C1)CC)NC1CCC(CC1)N(C)C